C(C)(=O)OC(C)C1(CCC1)C1=NC(=C2C=NC(=NN21)N[C@@H]2[C@@H](CN(CC2)S(=O)(=O)C)F)Cl 1-[1-(5-chloro-2-{[(3R,4S)-3-fluoro-1-methanesulfonylpiperidin-4-yl]amino}imidazo[4,3-f][1,2,4]triazin-7-yl)cyclobutyl]ethyl acetate